C(C)(=O)NC1=CC(=C(C=N1)C1=NN2C(CN(CC2)C(=O)OC(C)(C)C)=C1)NC1=NC(=NC=C1)C(C)(F)F tert-butyl 2-(6-acetamido-4-((2-(1,1-difluoroethyl) pyrimidin-4-yl) amino) pyridin-3-yl)-6,7-dihydropyrazolo[1,5-a]pyrazine-5(4H)-carboxylate